2-((diphenylmethylene)amino)pyridin-4(1H)-one C1(=CC=CC=C1)C(C1=CC=CC=C1)=NC=1NC=CC(C1)=O